[C@@H]1(N(C[C@@H]2[C@@H]3C=C[C@H]([C@H]12)C3)C(=O)[O-])C(=O)OC(C)(C)C tert-butyl (1S,3aR,4S,7R,7aS)-1,3,3a,4,7,7a-hexahydro-2H-4,7-methanoisoindole-1,2-dicarboxylate